(2R,3R,11bR)-3-(tert-butoxy)-9-(2,2-difluoroethoxy)-10-methoxy-1,3,4,6,7,11b-hexahydro-2H-pyrido[2,1-a]isoquinolin-2-ol C(C)(C)(C)O[C@H]1[C@@H](C[C@H]2N(CCC3=CC(=C(C=C23)OC)OCC(F)F)C1)O